COCCN1N=CC=C1 N-(2-methoxyethyl)-1H-pyrazole